(1R)-1-[3-(trifluoromethyl)phenyl]ethan-1-amine hydrochloride Cl.FC(C=1C=C(C=CC1)[C@@H](C)N)(F)F